4-(3-Chloroanilino)-2'-[(2R)-3-{[(5R,8R)-8-hydroxy-5-methyl-5,6,7,8-tetrahydroquinolin-4-yl]oxy}-2-methylpropyl]-2',3'-dihydrospiro[cyclohexane-1,1'-indene]-4-carboxylic acid ClC=1C=C(NC2(CCC3(C(CC4=CC=CC=C34)C[C@H](COC3=CC=NC=4[C@@H](CC[C@H](C34)C)O)C)CC2)C(=O)O)C=CC1